7-(4-bromo-3-chloro-benzoyl)-3-oxo-2-phenyl-N-(2-phenylethyl)-6,8-dihydro-5H-imidazo[1,5-a]pyrazine-1-carboxamide BrC1=C(C=C(C(=O)N2CC=3N(CC2)C(N(C3C(=O)NCCC3=CC=CC=C3)C3=CC=CC=C3)=O)C=C1)Cl